C1=C(C=CC2=CC=CC=C12)C=1C2=CC=CC=C2C(=C2C=CC(=CC12)C(C)(C)C)C1=CC2=CC=CC=C2C=C1 9,10-bis(2-naphthyl)-2-t-butyl-anthracene